CC=1C(=NON1)C(=O)O 4-methyl-1,2,5-oxadiazolecarboxylic acid